2-(tert-Butoxycarbonyl)octahydro-1H-isoindole-1-carboxylic acid C(C)(C)(C)OC(=O)N1C(C2CCCCC2C1)C(=O)O